2-[[1-(2-fluorobenzoyl)piperidin-4-yl]methyl]-6-pyrazol-1-yl-pyridazin-3-one FC1=C(C(=O)N2CCC(CC2)CN2N=C(C=CC2=O)N2N=CC=C2)C=CC=C1